OC1=C(C=CC(=C1)C=1NC(C2=C(N1)CCSC2)=O)C(C)(C)OCCNC(OC)=O methyl (2-((2-(2-hydroxy-4-(4-oxo-3,5,7,8-tetrahydro-4H-thiopyrano[4,3-d]pyrimidin-2-yl)phenyl)propan-2-yl)oxy)ethyl)carbamate